2-(4-cyano-3-fluorophenyl)-3-(6-fluoro-1-(2-hydroxyl-2-methylpropyl)-1H-indazol-5-yl)isonicotinonitrile C(#N)C1=C(C=C(C=C1)C=1C(=C(C#N)C=CN1)C=1C=C2C=NN(C2=CC1F)CC(C)(C)O)F